(1R,3S,5R)-2-(2-(3-acetyl-5-(2-(methoxymethyl)pyrimidin-5-yl)-7-methyl-1H-indazol-1-yl)acetyl)-N-(6-bromo-3-methylpyridin-2-yl)-5-methyl-2-azabicyclo[3.1.0]hexane-3-carboxamide C(C)(=O)C1=NN(C2=C(C=C(C=C12)C=1C=NC(=NC1)COC)C)CC(=O)N1[C@@H]2C[C@@]2(C[C@H]1C(=O)NC1=NC(=CC=C1C)Br)C